ClC=1C(=NC2=CC=C(C=C2N1)Cl)N1CCN(CC1)C 3,6-dichloro-2-(4-methylpiperazin-1-yl)quinoxaline